4-(2-oxo-6-{4-[4-(propan-2-yl)piperazin-1-yl]phenyl}-1,2-dihydro-quinolin-3-yl)benzene-1-sulfonamide O=C1NC2=CC=C(C=C2C=C1C1=CC=C(C=C1)S(=O)(=O)N)C1=CC=C(C=C1)N1CCN(CC1)C(C)C